2-(2,6-dioxopiperidin-3-yl)fluoro-2,3-dihydro-1H-isoindole-1,3-dione O=C1NC(CCC1N1C(C2=CC=CC(=C2C1=O)F)=O)=O